methyl (E)-N'-(4-((5-(5-(dimethylcarbamoyl)pyridin-2-yl)-1-methyl-1H-indazole-3-carboxamido)methyl)phenyl)-N-cyanocarbamimidothioate CN(C(=O)C=1C=CC(=NC1)C=1C=C2C(=NN(C2=CC1)C)C(=O)NCC1=CC=C(C=C1)\N=C(/NC#N)\SC)C